[Pt+2].C1(CCCC1)N (cyclopentylamine) platinum (ii)